BrCC=1C(=NC=C(C1)C)Cl 3-(bromomethyl)-2-chloro-5-methylpyridine